F[P-](F)(F)(F)(F)F.C1(=CC=CC=C1)[S+](C1=CC=C(C=C1)SC1=CC=CC=C1)C1=CC=CC=C1 diphenyl-4-(phenylthio)phenylsulfonium hexafluorophosphate